O[Ca] hydroxycalcium